ClC1=C(C(=C(C=C1OC)OC)Cl)C1=CC2=C(N=C(N=C2)NC2=NN(C=C2NC(C=C)=O)C)C=N1 N-(3-((6-(2,6-dichloro-3,5-dimethoxyphenyl)pyrido[3,4-d]pyrimidin-2-yl)amino)-1-methyl-1H-pyrazol-4-yl)acrylamide